FC1=C(C(=C(C2=C1OCC(N2CC#C)=O)F)C2=C(C(=C(C(=C2F)F)NC)F)F)F trifluoro-4-(prop-2-yn-1-yl)-6-(2,3,5,6-tetrafluoro-4-(methylamino)phenyl)-2H-benzo[b][1,4]oxazin-3(4H)-one